C(C1=CC=CC=C1)OCCOC1=CC(=C(C=C1)F)Br 4-[2-(benzyloxy)ethoxy]-2-bromo-1-fluorobenzene